ClC1=NC2=CC(=CC=C2C(=C1)C1=C(C=C(C=C1)F)C)O[C@@H](C(=O)N1C[C@H](CCC1)C(=O)O)C (3S)-1-[(2R)-2-[[2-chloro-4-(4-fluoro-2-methyl-phenyl)-7-quinolyl]oxy]propanoyl]piperidine-3-carboxylic acid